4-((2-methoxy-3-(1-methyl-1H-1,2,4-triazol-3-yl)phenyl)amino)-N,3-dimethyl-1H-pyrazolo[3,4-b]pyridine-5-carboxamide COC1=C(C=CC=C1C1=NN(C=N1)C)NC1=C2C(=NC=C1C(=O)NC)NN=C2C